2-(4-(((Cyclopropylmethyl)amino)methyl)-6-methylpyridin-2-yl)-6-(4-methyl-3-(4-methyl-4H-1,2,4-triazol-3-yl)phenyl)isoindolin-1-one C1(CC1)CNCC1=CC(=NC(=C1)C)N1C(C2=CC(=CC=C2C1)C1=CC(=C(C=C1)C)C1=NN=CN1C)=O